3-[3-(difluoromethyl)pyridin-2-yl]-3-methoxy-5,5-dimethyl-6-oxocyclohex-1-ene-1-carbonitrile FC(C=1C(=NC=CC1)C1(C=C(C(C(C1)(C)C)=O)C#N)OC)F